N1C=NC2=C1C=CC(=C2)\C=C/2\C(N(C(=N2)NC21CC3(CC(CC(C2)C3)C1)OC)C)=O (5Z)-5-(1H-Benzimidazol-5-ylmethylene)-2-[(3-methoxy-1-adamantyl)amino]-3-methyl-imidazol-4-one